C(C)(C)(C)C1N2C(C=3N(N=C4C(=CC=CC34)OCCOC)C1)=CC(C(=C2)C(=O)O)=O 6-(tert-butyl)-10-(2-methoxyethoxy)-2-oxo-6,7-dihydro-2H-pyrido[2',1':3,4]pyrazino[1,2-b]indazole-3-carboxylic acid